rac-1-(tert-butoxycarbonyl)-3-(tetrahydro-2H-pyran-4-yl)pyrrolidine-3-carboxylic acid C(C)(C)(C)OC(=O)N1C[C@](CC1)(C(=O)O)C1CCOCC1 |r|